(12S)-7-chloro-6-fluoro-13-isopropyl-12-methyl-3-methylsulfonyl-10-oxa-2,4,8,13-tetraazatricyclo[7.4.1.05,14]tetradec-1,3,5,7,9(14)-pentaene ClC=1C(=C2N=C(N=C3N([C@H](COC(N1)=C32)C)C(C)C)S(=O)(=O)C)F